COC1=C(C=C(C(=C1)OC)OC)/C=C/CCC(=O)O.C(C)(=O)O.C\C=C\C1=C(OC)C=C(OC)C(OC)=C1 alpha-asarone acetate ((E)-3-(2,4,5-trimethoxyphenyl)allyl-acetate)